BrC=1C(=C(C(=O)NC2=CC(=CC=C2)C=2OC(=NN2)C=2OC=CC2)C=C(C1)Br)OC 3,5-Dibromo-N-(3-(5-(furan-2-yl)-1,3,4-oxadiazol-2-yl)phenyl)-2-methoxybenzamide